1,3-dimethoxybutane COCCC(C)OC